C(C)OC(=O)N1C(CN(CC1)C)=O 2-oxo-4-methylpiperazine-1-carboxylic acid ethyl ester